5-bromothiophene-2-sulfondiimidamide BrC1=CC=C(S1)S(N)(=N)=N